N,N,N-Trimethyl-2-[(1-oxo-2-propenyl)oxy]-ethanaminium chloride [Cl-].C[N+](CCOC(C=C)=O)(C)C